CC(C#C)(C=CC=C(CCC=C(C)C)C)O 3,7,11-trimethyldodeca-4,6,10-trien-1-yn-3-ol